2-Isopropoxy-4,4,5,5-tetramethyl[1,3,2]dioxaborolane C(C)(C)OB1OC(C(O1)(C)C)(C)C